C(C)(=O)[O-].NC(=[NH2+])N.NC(=[NH2+])N bis-Guanidinium acetate